6-[5-[1-[(6,8-dibromoquinazolin-4-yl)amino]ethyl]-1,2,4-triazol-1-yl]pyridine-3-carbonitrile BrC=1C=C2C(=NC=NC2=C(C1)Br)NC(C)C1=NC=NN1C1=CC=C(C=N1)C#N